[C@@H]12OC[C@@H](N(C1)CC1=CC=C(CC3=CNC4=C3N=C(N=C4N)OCCCC)C=C1)C2 7-(4-((1s,4s)-2-oxa-5-azabicyclo[2.2.1]heptan-5-ylmethyl)benzyl)-2-butoxy-5H-pyrrolo[3,2-d]pyrimidin-4-amine